2-((5-(3-fluorobenzyl)-4-methylthiazol-2-yl)amino)-2-oxoethyl methylsulfamate CNS(OCC(=O)NC=1SC(=C(N1)C)CC1=CC(=CC=C1)F)(=O)=O